Benzyl [(1S,9S)-9-ethyl-5-fluoro-9-hydroxy-4-methyl-10,13-dioxo-2,3,9,10,13,15-hexahydro-1H,12H-benzo[de]pyrano[3',4':6,7]indolizino[1,2-b]quinolin-1-yl]carbamate C(C)[C@]1(C(OCC=2C(N3CC=4C(=NC=5C=C(C(=C6C5C4[C@H](CC6)NC(OCC6=CC=CC=C6)=O)C)F)C3=CC21)=O)=O)O